(Z)-S-(2-(N-((4-amino-2-methylpyrimidin-5-yl)methyl)formamido)-5-hydroxypent-2-en-3-yl) 2-(2-bromophenoxy)-6-fluorobenzothioate BrC1=C(OC2=C(C(S\C(=C(\C)/N(C=O)CC=3C(=NC(=NC3)C)N)\CCO)=O)C(=CC=C2)F)C=CC=C1